2-(6-(4-(quinoxalin-2-yl)-1H-pyrazol-1-yl)spiro[3.3]heptan-2-yl)acetonitrile N1=C(C=NC2=CC=CC=C12)C=1C=NN(C1)C1CC2(CC(C2)CC#N)C1